2-(1,2-benzoxazol-3-yl)-N-[(1s,4s)-4-{[6-chloro-2-(trifluoromethyl)quinolin-4-yl]amino}cyclohexyl]acetamide O1N=C(C2=C1C=CC=C2)CC(=O)NC2CCC(CC2)NC2=CC(=NC1=CC=C(C=C21)Cl)C(F)(F)F